(S)-1-cyano-N-methyl-N-(5-phenylthiazol-2-yl)pyrrolidine-2-carboxamide C(#N)N1[C@@H](CCC1)C(=O)N(C=1SC(=CN1)C1=CC=CC=C1)C